C(C)(=O)N1\C(\C(C2=CC=CC=C12)=O)=C/C1=NC2=CC=C(C=C2C=C1)C(=O)O (Z)-2-((1-acetyl-3-oxoindolin-2-ylidene)methyl)quinoline-6-carboxylic acid